2-[(2R)-3-(3,4-dihydro-1H-isoquinolin-2-yl)-2-hydroxy-propyl]-6-pyrrolidine-3-yloxy-3,4-dihydroisoquinolin-1-one C1N(CCC2=CC=CC=C12)C[C@H](CN1C(C2=CC=C(C=C2CC1)OC1CNCC1)=O)O